F[C@@H]1[C@@]2(CC[C@](C[C@H]1C(=C)C1=CC=C(N=N1)C1=C(C=C(C=C1)C1=NC=CC(N1C)=O)O)(N2)C)C 2-(4-(6-(1-((1S,2S,3S,5R)-2-fluoro-1,5-dimethyl-8-azabicyclo[3.2.1]octan-3-yl)vinyl)pyridazin-3-yl)-3-hydroxyphenyl)-3-methylpyrimidin-4(3H)-one